C1=CC=CC=2C=C[N+]3=C(C12)C=C1C=CC=CC1=C3 isoquinolino[3,2-a]isoquinolin-7-ium